NC[C@@H](CCCOC1=C(C=NN1C)C=1C=C(C(=O)OC)C=C(N1)C)C Methyl (R)-2-(5-((5-amino-4-methylpentyl)oxy)-1-methyl-1H-pyrazol-4-yl)-6-methylisonicotinate